N-(2-(5-(((3R,4S,5R)-3,4-dihydroxy-5-methoxy-6,6-dimethyltetrahydro-2H-pyran-2-yl)oxy)-3'-fluoro-[1,1'-biphenyl]-2-yl)ethyl)acetamide O[C@H]1C(OC([C@@H]([C@H]1O)OC)(C)C)OC=1C=CC(=C(C1)C1=CC(=CC=C1)F)CCNC(C)=O